[N].C(#N)N1C[C@@H](CC1)NC(=O)N1CC(CC1)C1=NC=CC=C1 N-((R)-1-cyanopyrrolidin-3-yl)-3-(pyridin-2-yl)pyrrolidine-1-carboxamide nitrogen